C(C)(C)(C)N1CCN(CC1)C1=NOC(=C1)C1=C(C=CC=C1Cl)C1=C(C=CC(=C1)F)OC (3-(4-(tert-butyl)piperazin-1-yl)isoxazol-5-yl)-3-chloro-5'-fluoro-2'-methoxy-[1,1'-biphenyl]